C(C)(C)(C)OC(=O)NC(C(=O)OC(C)(C)C)C=1C=C(C(=CC1)F)C1=CC(=C(C=C1)OC)C(NC1=CC2=CC=CC=C2C=C1C(NC1=CC(=C(C=C1)F)C(F)(F)F)=O)=O tert-butyl 2-((tert-butoxycarbonyl)amino)-2-(6-fluoro-3'-((3-((4-fluoro-3-(trifluoromethyl)phenyl)carbamoyl)naphthalen-2-yl)carbamoyl)-4'-methoxy-[1,1'-biphenyl]-3-yl)acetate